N-(4-(3-amino-7-(5-(trifluoromethoxy)pyridin-2-yl)-1H-pyrazolo[4,3-c]pyridin-4-yl)benzyl)-5-fluoro-2-methoxybenzamide NC1=NNC2=C1C(=NC=C2C2=NC=C(C=C2)OC(F)(F)F)C2=CC=C(CNC(C1=C(C=CC(=C1)F)OC)=O)C=C2